[N+](=O)([O-])C1=CC=C(OP(=O)(OC2=CC=CC=C2)N[C@H](C(=O)OC(C)C)CC2=CC=CC=C2)C=C1 (2S)-isopropyl 2-(((4-nitrophenoxy) (phenoxy) phosphoryl) amino)-3-phenylpropionate